C(C)C=1N=C(C2=C(N1)SC(=C2)C)NCCOC2=CC=C(C=C2)OC 2-ethyl-N-(2-(4-methoxyphenoxy)ethyl)-6-methylthieno[2,3-d]pyrimidin-4-amine